(1S,2S,3s,5R)-3-(isoquinolin-8-yloxy)-5-(4-methyl-7H-pyrrolo[2,3-d]pyrimidin-7-yl)cyclopentane-1,2-diol C1=NC=CC2=CC=CC(=C12)O[C@@H]1[C@H]([C@H]([C@@H](C1)N1C=CC2=C1N=CN=C2C)O)O